1-(5-Chloro-4-cyclopropyl-pyrazol-1-yl)cyclopropanecarboxylic acid ClC1=C(C=NN1C1(CC1)C(=O)O)C1CC1